(Z)-(3-((4-((2-(diethylamino)ethyl)carbamoyl)-3,5-dimethyl-1H-pyrrol-2-yl)methylene)-5-fluoro-2-oxoindole-1-carbonyl)-L-lysine methyl ester hydrochloride Cl.COC([C@@H](NC(=O)N1C(\C(\C2=CC(=CC=C12)F)=C/C=1NC(=C(C1C)C(NCCN(CC)CC)=O)C)=O)CCCCN)=O